ethyl (E)-3-(6-(allyloxy)-2,3-dichlorophenyl)acrylate C(C=C)OC1=CC=C(C(=C1/C=C/C(=O)OCC)Cl)Cl